tert-butyl (3-(2-aminoethyl)phenyl)carbamate NCCC=1C=C(C=CC1)NC(OC(C)(C)C)=O